5-((((3'-chloro-2'-(2-chloro-3-((3-fluoro-4-(((2-hydroxypropyl)amino)methyl)pyridin-2-yl)amino)phenyl)-4-fluoro-6-methoxy-[2,4'-bipyridin]-5-yl)methyl)amino)methyl)pyrrolidin-2-one ClC=1C(=NC=CC1C1=NC(=C(C(=C1)F)CNCC1CCC(N1)=O)OC)C1=C(C(=CC=C1)NC1=NC=CC(=C1F)CNCC(C)O)Cl